4-((3R,4R)-1-(2,2-difluoroethyl)-4-((5,7-dimethyl-1H-indol-4-yl)methyl)piperidin-3-yl)benzoic acid FC(CN1C[C@H]([C@@H](CC1)CC1=C2C=CNC2=C(C=C1C)C)C1=CC=C(C(=O)O)C=C1)F